5-(1-((1-(4-(4-amino-3-(4-phenoxyphenyl)-1H-pyrazolo[3,4-d]pyrimidin-1-yl)piperidine-1-carbonyl)piperidin-4-yl)methyl)piperidin-4-yl)-2-(2,6-dioxopiperidin-3-yl)isoindoline-1,3-dione NC1=C2C(=NC=N1)N(N=C2C2=CC=C(C=C2)OC2=CC=CC=C2)C2CCN(CC2)C(=O)N2CCC(CC2)CN2CCC(CC2)C=2C=C1C(N(C(C1=CC2)=O)C2C(NC(CC2)=O)=O)=O